COC1=C(C=C(C=C1)C=1C2=C(N=C(N1)N1[C@H](CC1)C)CCC2)S(=O)(=N)C2=CC=C(C#N)C=C2 4-(2-methoxy-5-(2-((S)-2-methylazetidin-1-yl)-6,7-dihydro-5H-cyclopenta[d]pyrimidin-4-yl)phenylsulfonimidoyl)benzonitrile